copper chloride ammonium salt [NH4+].[Cu](Cl)Cl